6-[1-(5-chloro-2-pyridinyl)-2-ethoxy-2-oxo-ethyl]-2-(3,4-dichlorophenyl)-1-ethyl-4-oxo-pyridine-3-carboxylic acid methyl ester COC(=O)C1=C(N(C(=CC1=O)C(C(=O)OCC)C1=NC=C(C=C1)Cl)CC)C1=CC(=C(C=C1)Cl)Cl